C(#N)C=1C=C(C=CC1)C=1N=C(SC1C1=CC(=NC(=C1)C(F)(F)F)C)NC(=O)N1CCN(CC1)C1COC1 N-[4-(3-cyanophenyl)-5-[2-methyl-6-(trifluoromethyl)-4-pyridinyl]thiazol-2-yl]-4-(oxetan-3-yl)piperazine-1-carboxamide